C(CC)[Si](O)(O)C1=CC=CC=C1 n-propyl-phenyl-silanediol